NC1=NC2=C(C=3N1N=C(N3)C=3OC=CC3)SC(N2CCN2CCN(CC2)C2=C(C=C(C=C2)OCC[S@](=O)C)F)=O (R)-5-amino-3-(2-(4-(2-fluoro-4-(2-(methyl-sulfinyl)ethoxy)phenyl)-piperazin-1-yl)ethyl)-8-(furan-2-yl)thiazolo[5,4-e][1,2,4]triazolo[1,5-c]pyrimidin-2(3H)-one